C[Si](O[Si](O[Si](C)(C)C)(O[Si](C)(C)C)C)(C)C 1,1,1,3,5,5,5-Heptamethyl-3-[(trimethylsilyl)oxyl]-trisiloxane